NC1=C2C(=NC=N1)N(N=C2C2=CC=C(C=C2)CNC(C2=C(C=CC(=C2)F)OC)=O)C2CNCC2 N-({4-[4-amino-1-(pyrrolidin-3-yl)pyrazolo[3,4-d]pyrimidin-3-yl]phenyl}methyl)-5-fluoro-2-methoxybenzamide